sodium 1H-1,2,3-triazole-4-carboxylate N1N=NC(=C1)C(=O)[O-].[Na+]